BrC(C)C=1C=C(C=C2C(C=C(OC12)N1CCC(CC1)OC)=O)C 8-(1-bromoethyl)-2-(4-methoxy-1-piperidyl)-6-methyl-chromen-4-one